1-[2-(difluoromethoxy)-6-(trifluoromethyl)pyridin-3-yl]-N-[(3R)-1-methylpiperidin-3-yl]pyrido[3,4-d]pyridazin-4-amine FC(OC1=NC(=CC=C1C1=C2C(=C(N=N1)N[C@H]1CN(CCC1)C)C=NC=C2)C(F)(F)F)F